C1(=CC=CC=C1)N1C(=NN=C1SCC1=C(C=CC=C1)C(F)(F)F)CN1C2=CC=CC=C2C=2C=CC=CC12 9-((4-phenyl-5-((2-(trifluoromethyl)benzyl)thio)-4H-1,2,4-triazol-3-yl)methyl)-9H-carbazole